C(C1=CC=CC=C1)(C1=CC=CC=C1)(C1=CC=CC=C1)O[C@H]1[C@@H](O[C@@H]([C@H]1O)CO)N1C(=O)NC(=O)C=C1 O-trityl-uridine